C(C)(C)(C)OC(N[C@@H](C)CCO)=O (S)-(4-hydroxybut-2-yl)carbamic acid tert-butyl ester